perfluoro-3,6,9,12,15,18-hexaoxadocosan-1-ol FC(C(OC(C(OC(C(OC(C(OC(C(OC(C(OC(C(C(C(F)(F)F)(F)F)(F)F)(F)F)(F)F)(F)F)(F)F)(F)F)(F)F)(F)F)(F)F)(F)F)(F)F)(F)F)(F)F)(O)F